6-bromo-2-(2-chloro-6-fluorophenyl)-4-isopropylisoquinolin-1(2H)-one BrC=1C=C2C(=CN(C(C2=CC1)=O)C1=C(C=CC=C1F)Cl)C(C)C